CO[Si](OC)(OC)C1CC1 trimethoxysilylcyclopropane